BrC1=C(C=C2C(=NC(=NC2=C1OC1CC1)OC[C@H]1N(CCC1)C)N1[C@@H](CN(CC1)C(=O)OC(C)(C)C)C)Cl (R)-tert-butyl 4-(7-bromo-6-chloro-8-cyclopropoxy-2-(((S)-1-methylpyrrolidin-2-yl) methoxy) quinazolin-4-yl)-3-methylpiperazine-1-carboxylate